4,4'-di(4-hydroxy-3-methylphenyl)-6,6'-diphenyl-2,2'-bipyrimidine OC1=C(C=C(C=C1)C1=NC(=NC(=C1)C1=CC=CC=C1)C1=NC(=CC(=N1)C1=CC(=C(C=C1)O)C)C1=CC=CC=C1)C